2-cyclopropyl-1-phenyl-ethanol C1(CC1)CC(O)C1=CC=CC=C1